[C@H](C)(CC)[C@@H]1N(CC2=C(NC1=O)C=CC=C2)C(=O)C=2C=NN(C2)C (S)-3-((S)-sec-butyl)-4-(1-methyl-1H-pyrazole-4-carbonyl)-1,3,4,5-tetrahydro-2H-benzo[e][1,4]diazepin-2-one